C(CCCCCCCCCCCCCCCCC)C(CO)(O)CO monostearyl-glycerine